C(C(CCO)O)O 1,2,4-butanetrioL